O1COCB1 1,3,5-dioxaborolane